2,N-dicyclohexyl-2-[2-(3-sulfamoyl-phenyl)-benzimidazol-1-yl]-acetamide hydrogen chloride Cl.C1(CCCCC1)C(C(=O)NC1CCCCC1)N1C(=NC2=C1C=CC=C2)C2=CC(=CC=C2)S(N)(=O)=O